C1(=CC=CC2=CC=CC=C12)C(=O)OC=CCCCCCC hexylvinyl naphthalate